(3-bromo-5-fluorophenyl)-N-(2,2-difluoroethyl)-6-fluoro-1-methylpyrido[4,3-e][1,2,4]triazolo[4,3-a]pyrimidin-5-amine BrC=1C=C(C=C(C1)F)C1=C(C=2C(=NC=3N(C2C=N1)C(=NN3)C)NCC(F)F)F